BrC=1C=C2C(=NC1C1=C(C=CC=C1)Cl)N=C(S2)S 6-bromo-5-(2-chlorophenyl)[1,3]thiazolo[4,5-b]pyridine-2-thiol